ClC=1C=CC(=C2C3(NC(NC12)=O)CCCC3)OC3=C(C=C(C=C3)F)C3=NN=NN3 8'-chloro-5'-[4-fluoro-2-(1H-tetrazol-5-yl)phenoxy]-1'H-spiro[cyclopentane-1,4'-quinazolin]-2'(3'H)-one